(4-amino-3,5-difluorophenyl)(8-(2-ethyl-1-methyl-6-(trifluoromethyl)-1H-benzo[d]imidazol-5-yl)indolizin-3-yl)methanone NC1=C(C=C(C=C1F)C(=O)C1=CC=C2C(=CC=CN12)C1=CC2=C(N(C(=N2)CC)C)C=C1C(F)(F)F)F